3-bromo-N-(1-((3,4,5-trichlorophenyl)carbamoyl)cyclopropyl)-1-(3-chloropyridin-2-yl)-1H-pyrazole-5-carboxamide BrC1=NN(C(=C1)C(=O)NC1(CC1)C(NC1=CC(=C(C(=C1)Cl)Cl)Cl)=O)C1=NC=CC=C1Cl